4-cyano-5-(3,4-dimethoxyphenyl)pyridin C(#N)C1=CC=NC=C1C1=CC(=C(C=C1)OC)OC